O=C1NC(CCC1N1C(C2=CC=CC(=C2C1=O)NCCCCNCCCNC(OC(C)(C)C)=O)=O)=O Tert-butyl N-[3-[4-[[2-(2,6-dioxo-3-piperidyl)-1,3-dioxo-isoindolin-4-yl]amino]butylamino] propyl]carbamate